ClC=1C=C(C(=NC1)OC)NC1=NC(=NC=C1)C N-(5-Chloro-2-methoxypyridin-3-yl)-2-methylpyrimidin-4-amine